N-(4-methoxybenzyl)-2-methyl-N-(pyridin-4-yl)cyclopropanecarboxamide COC1=CC=C(CN(C(=O)C2C(C2)C)C2=CC=NC=C2)C=C1